9-(3,4-dichlorophenyl)-7-(1H-indol-3-yl)-6,9-dihydro-1H-pyrazolo[3,4-f]quinoline-8-carbonitrile ClC=1C=C(C=CC1Cl)C1C(=C(NC2=CC=C3C(=C12)NN=C3)C3=CNC1=CC=CC=C31)C#N